CCCCCCCCCCCCCC (Z)-tetradecan